NC1=C(SC2=C3C=NN(C3=CC=C21)C2OCCCC2)C(=O)OC methyl 3-amino-6-(tetrahydro-2H-pyran-2-yl)-6H-thieno[2,3-e]indazole-2-carboxylate